((4-chloro-3-fluorobenzyl)oxy)aniline ClC1=C(C=C(CONC2=CC=CC=C2)C=C1)F